C(C)(C)(C)[S@@](=O)N[C@@H](CC(=O)OCC)C=1C(=C(C=C(C1F)C(F)(F)F)C1=C(C(=CC=C1C)C1CC1)C)F Ethyl (3S)-3-(((R)-tert-butylsulfinyl)amino)-3-(3'-cyclopropyl-2,4-difluoro-2',6'-dimethyl-5-(trifluoromethyl)-[1,1'-biphenyl]-3-yl)propanoate